C(#N)/C=C/C1=CC(=C(C(=C1)C)NC1=NC(=NC=C1)NC1=CC=C(C#N)C=C1)C 4-[4-[4-[(E)-2-Cyanovinyl]-2,6-dimethylphenylamino]pyrimidin-2-ylamino]benzonitrile